5-oxo-2,6-diazaspiro[3.4]octane-2-carboxylate O=C1C2(CN(C2)C(=O)[O-])CCN1